ClC1=CC=C(C(=N1)C(=O)O)N[C@H](C)C1=C2N=C(C(=NC2=CC(=C1)C)C#N)N1C[C@H](CCC1)CO 6-chloro-3-(((R)-1-(2-cyano-3-((S)-3-(hydroxymethyl)piperidin-1-yl)-7-methylquinoxalin-5-yl)ethyl)amino)picolinic acid